FC(C=1C=C(C#N)C=C(C1)C(F)(F)F)(F)F 3,5-bistrifluoromethylbenzonitrile